methyl 4-chloro-6-hydroxypyridazine-3-carboxylate ClC1=C(N=NC(=C1)O)C(=O)OC